FC=1C=C(C=C(C1)F)[C@@H]1CCN2N1C(C1(C2)CCN(CC1)C1=NC=NC(=C1)C(F)(F)F)=O (S)-7'-(3,5-difluorophenyl)-1-(6-(trifluoromethyl)pyrimidin-4-yl)dihydro-1'H,3'H,5'H-spiro[piperidine-4,2'-pyrazolo[1,2-a]pyrazol]-1'-one